CC=1C=CC=2N(C3=CC=C(C=C3C2C1)C)C1=C(C(=C(C(=N1)N1C2=CC=CC=C2C=2C=CC=CC12)N1C2=CC=CC=C2C=2C=CC=CC12)C1=NC(=NC(=N1)C1=CC=CC=C1)C1=CC=CC=C1)N1C2=CC=CC=C2C=2C=CC=CC12 9,9',9''-(6-(3,6-dimethyl-9H-carbazol-9-yl)-4-(4,6-diphenyl-1,3,5-triazin-2-yl)pyridine-2,3,5-triyl)tris(9H-carbazole)